C(C)(C)(C)OC(=O)N1[C@H](CC[C@@H](C1)NC(COC1=CC(=C(C=C1)Cl)F)=O)C=1OC2=C(N1)C=C(C=C2)Cl (2r,5s)-2-(5-chloro-1,3-benzoxazol-2-yl)-5-[2-(4-chloro-3-fluorophenoxy)acetamido]piperidine-1-carboxylic acid tert-butyl ester